FC(C=1C=CC(=NC1)OC1=CC(=C(C=C1)OC)[N+](=O)[O-])F 5-(Difluoromethyl)-2-(4-methoxy-3-nitrophenoxy)-pyridine